tert-Butyl 4-(3-benzyloxy-4-nitrophenyl)-2,2-dimethyl-5-oxopiperazine-1-carboxylate C(C1=CC=CC=C1)OC=1C=C(C=CC1[N+](=O)[O-])N1CC(N(CC1=O)C(=O)OC(C)(C)C)(C)C